O[C@@H]1CN(CC1)C=1OC=C(N1)C(=O)OCC ethyl (S)-2-(3-hydroxypyrrolidin-1-yl)oxazole-4-carboxylate